(2S,4R)-4-hydroxy-N-methyl-1-[rac-(2S)-3-methyl-2-(4-thiazol-2-yltriazol-1-yl)butanoyl]pyrrolidine-2-carboxamide O[C@@H]1C[C@H](N(C1)C([C@H](C(C)C)N1N=NC(=C1)C=1SC=CN1)=O)C(=O)NC |&1:7|